C12CNCC(CC1)C2 3-azabicyclo[3.2.1]octan